4,6-dimethylisophthalic acid CC1=C(C=C(C(=O)O)C(=C1)C)C(=O)O